fluorenylmethoxycarbonyl-O-t-butyl-L-serine C1(=CC=CC=2C3=CC=CC=C3CC12)COC(=O)N[C@@H](COC(C)(C)C)C(=O)O